C(\C=C/C)[C@@H]1N2C(=NC=3C=C(C=C(OC1)C32)C(=O)N)NC(=O)C3=CC(=NN3CC)C (S,Z)-3-(but-2-en-1-yl)-2-(1-ethyl-3-methyl-1H-pyrazole-5-carboxamido)-3,4-dihydro-5-oxa-1,2a-diazaacenaphthylene-7-carboxamide